C(C)C(C(=O)N)S(=O)(=O)O ethyl-sulfoacetamide